OC1CN2C(OC1)=C(C=N2)S(=O)(N)=N 6-hydroxy-6,7-dihydro-5H-pyrazolo[5,1-b][1,3]oxazine-3-sulfonimidamide